3'-deoxy-8-bromoguanosine BrC=1N([C@H]2[C@H](O)C[C@@H](CO)O2)C=2N=C(NC(C2N1)=O)N